N1=C(NC2=C1C=CC=C2)CO Benzimidazol-2-yl-methanol